1-(5-((4-(4-fluorophenyl)piperazin-1-yl)methyl)-1-oxoisoindolin-2-yl)dihydropyrimidine-2,4(1H,3H)-dione FC1=CC=C(C=C1)N1CCN(CC1)CC=1C=C2CN(C(C2=CC1)=O)N1C(NC(CC1)=O)=O